ClC1=NC=CC=C1[C@@H](C)O (R)-1-(2-chloropyridin-3-yl)ethan-1-ol